FC1=C(C=CC(=C1)F)N/C(/C(=O)OC)=C/C(=O)OC dimethyl 2-((2,4-difluorophenyl)amino)maleate